FC(S(=O)(=O)OC=1C=C2C(=NC1)NC=C2)(F)F pyrrolo[2,3-b]pyridin-5-yl trifluoromethanesulfonate